4,4-diaminobiphenyl-2-sulfonic acid NC1(CC(=C(C=C1)C1=CC=CC=C1)S(=O)(=O)O)N